1-(4-chlorophenyl)-N-[[3-chloro-5-(trifluoromethyl)pyridin-2-yl]methyl]-5-oxopyrrolidine-3-carboxamide ClC1=CC=C(C=C1)N1CC(CC1=O)C(=O)NCC1=NC=C(C=C1Cl)C(F)(F)F